2-(2'-hydroxyphenyl)benzotriazole tert-butyl-(((2S,5R)-5-isopropyl-3,6-dimethoxy-2,5-dihydropyrazin-2-yl)(6-methoxypyridin-2-yl)methyl)carbamate C(C)(C)(C)N(C(O)=O)C(C1=NC(=CC=C1)OC)[C@@H]1N=C([C@H](N=C1OC)C(C)C)OC.OC1=C(C=CC=C1)N1N=C2C(=N1)C=CC=C2